(1S,2S)-2-(3-chlorophenyl)-N-(4-(((6-isopropylimidazo[1,2-a]pyridin-2-yl)methyl)amino)pyridin-2-yl)cyclopropane-1-carboxamide ClC=1C=C(C=CC1)[C@@H]1[C@H](C1)C(=O)NC1=NC=CC(=C1)NCC=1N=C2N(C=C(C=C2)C(C)C)C1